tert-butyl 2,2-dimethyl-4-[(1E)-3-[(trimethylsilyl)oxy]buta-1,3-dien-1-yl]-1,3-oxazolidine-3-carboxylate CC1(OCC(N1C(=O)OC(C)(C)C)\C=C\C(=C)O[Si](C)(C)C)C